1,4-bis-n-butyl-ethyl-1H-pyrrole C(CCC)C(C)N1C=CC(=C1)CCCC